2-Hydroxy-N-(2-(2-((5Z,8Z,11Z,14Z,17Z)-icosa-5,8,11,14,17-pentaen-1-yloxy)butanamido)ethyl)benzamide OC1=C(C(=O)NCCNC(C(CC)OCCCC\C=C/C\C=C/C\C=C/C\C=C/C\C=C/CC)=O)C=CC=C1